N[C@H]1[C@](CCC1)(O)C1=CC(=CC(=N1)N1CC=2C(=NC=CC2C1=O)C1=C(C=CC=C1OC)F)C 2-(6-((1s,2r)-2-amino-1-hydroxycyclopentyl)-4-methylpyridin-2-yl)-4-(2-fluoro-6-methoxyphenyl)-2,3-dihydro-1H-pyrrolo[3,4-c]pyridin-1-one